CN(CCCNC(=O)C1=C(NC(=C1C)\C=C\1/C(NC2=CC=C(C=C12)F)=O)C)C (Z)-N-(3-(Dimethylamino)propyl)-5-((5-fluoro-2-oxoindolin-3-ylidene)methyl)-2,4-dimethyl-1H-pyrrole-3-carboxamide